ClC=1C=C(C=C(C1OCCOCCOC=1C=C2C(N(C(C2=CC1)=O)C1C(NC(CC1)=O)=O)=O)C#N)C(C)(C)C1=CC=C(C=C1)C=1C=C2C=NC(=NC2=CC1)NS(=O)(=O)C N-(6-(4-(2-(3-chloro-5-cyano-4-(2-(2-((2-(2,6-dioxopiperidin-3-yl)-1,3-dioxoisoindolin-5-yl)oxy)ethoxy)ethoxy)phenyl)propan-2-yl)phenyl)quinazolin-2-yl)methanesulfonamide